manganese zinc copper cobalt [Co].[Cu].[Zn].[Mn]